Ethyl (E)-3-(trans-4-((tert-butoxycarbonyl)amino)cyclohexyl)acrylate C(C)(C)(C)OC(=O)N[C@@H]1CC[C@H](CC1)/C=C/C(=O)OCC